COC=1C=C2C(=CC=NC2=CC1OC)OC1=CC=C(C=C1)NC(=O)C1(CC1)C(=O)NC1=CC=C(C=C1)F N-[4-(6,7-Dimethoxyquinolin-4-yloxy)phenyl]-N'-(4-fluorophenyl)cyclopropane-1,1-dicarboxamide